ClC1=NC=C(N=C1)NN 2-chloro-5-hydrazinopyrazine